ClC=1C(=NC(=NC1)NC1CCC(CC1)N)C1=NNN=C1CC1CC1 (1r,4r)-N-(5-Chloro-4-(5-(cyclopropylmethyl)-2H-1,2,3-triazol-4-yl)pyrimidin-2-yl)cyclohexane-1,4-diamine